3-(2-fluoro-3-piperazin-1-yl-anilino)piperidine-2,6-dione hydrochloride Cl.FC1=C(NC2C(NC(CC2)=O)=O)C=CC=C1N1CCNCC1